tri-γ-linolenoylglycerol C(CCCC\C=C/C\C=C/C\C=C/CCCCC)(=O)C(C(O)(C(CCCC\C=C/C\C=C/C\C=C/CCCCC)=O)C(CCCC\C=C/C\C=C/C\C=C/CCCCC)=O)(O)CO